N-(8-fluoro-2-methyl-3-quinolyl)-2-iso-propoxy-2-methyl-3-phenyl-propanamide FC=1C=CC=C2C=C(C(=NC12)C)NC(C(CC1=CC=CC=C1)(C)OC(C)C)=O